2-dimethylbutylmorpholine CC(CCC)(C1CNCCO1)C